1-(2-diethylaminoethyl)-4-ethylpiperazine C(C)N(CCN1CCN(CC1)CC)CC